N(=[N+]=[N-])CCCCCC(=O)N[C@H](C(=O)N[C@H](C(=O)NC1=CC=C(C=C1)CCl)C)C(C)C 6-azido-N-((S)-1-((S)-1-(4-(chloromethyl)phenylamino)-1-oxopropan-2-ylamino)-3-methyl-1-oxobutan-2-yl)hexanamide